N1CC(C1)NC=1C=CC(=C(C1)NC(C(C)N1C=C(C2=CC(=CC=C12)S(=O)(=O)N1CCCCC1)C)=O)C N-[5-(azetidin-3-ylamino)-2-methyl-phenyl]-2-[3-methyl-5-(1-piperidylsulfonyl)indol-1-yl]propanamide